CC1=NN(C=2N=C(N(C(C21)=O)C)N2CC1(CN(C1)C1=CC(=NC=C1)C(F)(F)F)CC2)C2OCCCC2 3,5-dimethyl-1-(tetrahydro-2H-pyran-2-yl)-6-(2-(2-(trifluoromethyl)pyridin-4-yl)-2,6-diazaspiro[3.4]octan-6-yl)-1,5-dihydro-4H-pyrazolo[3,4-d]pyrimidin-4-one